1,3,6-trinitrofluorene [N+](=O)([O-])C1=CC(=CC=2C3=CC(=CC=C3CC12)[N+](=O)[O-])[N+](=O)[O-]